C(C)(C)(C)OC(=O)O[C@@H]1[C@H]([C@H](N(C1)C(=O)OC(C)(C)C)CC1=CC=C(C=C1)OC)OC(=O)C12CC(C1)(C2)F tert-butyl (2R,3S,4S)-4-[(tert-butoxycarbonyl) oxy]-3-{3-fluorobicyclo[1.1.1]pentane-1-carbonyloxy}-2-[(4-methoxyphenyl)methyl]pyrrolidine-1-carboxylate